3-bromo-N4-((1r,4r)-4-morpholinocyclohexyl)-N6-(1-(tetrahydro-2H-pyran-4-yl)-1H-pyrazol-4-yl)-1H-pyrazolo[3,4-d]pyrimidine-4,6-diamine BrC1=NNC2=NC(=NC(=C21)NC2CCC(CC2)N2CCOCC2)NC=2C=NN(C2)C2CCOCC2